Cl.NC=1N=CC(=NC1)C=1N=NN(C1NC(O[C@H](C)C=1C(=NC=C(C1)F)F)=O)C (R)-1-(2,5-difluoropyridin-3-yl)ethyl (4-(5-aminopyrazin-2-yl)-1-methyl-1H-1,2,3-triazol-5-yl)carbamate hydrochloride